N6-(5-bromopentanoyl)-L-lysine BrCCCCC(=O)NCCCC[C@H](N)C(=O)O